C(#N)C=1C=C(C=CC1)C=1N=C(SC1C1=CC(=NC(=C1)C)C)NC(=O)N1C[C@H](CC1)C(C)(C)O (3S)-N-[4-(3-Cyanophenyl)-5-(2,6-dimethyl-4-pyridyl)thiazol-2-yl]-3-(1-hydroxy-1-methyl-ethyl)pyrrolidin-1-carboxamid